C12C(C3CC(CC(C1)C3)C2)NC(=S)NC(C(=O)O)CCCC {[(2-adamantylamino)carbonothioyl]amino}hexanoic acid